CN1CCC(CC1)(C1=NN=C(N1)C1=CC=NC=C1)NC=1C=C(C(=O)O)C=CC1 3-(1-methyl-4-[5-(pyridin-4-yl)-4H-1,2,4-triazol-3-yl]piperidin-4-ylamino)benzoic acid